5-bromo-3-chloro-2-methylquinoxaline BrC1=C2N=C(C(=NC2=CC=C1)C)Cl